Magnesium ethyl-ethoxide C(C)C([O-])C.[Mg+2].C(C)C([O-])C